C(C)N1C=[N+](C=C1)C=C 1-ethyl-3-vinylimidazolium